OC1C=C(C(C(C1C\C=C(\CC\C=C(\CCC=C(C)C)/C)/C)C)=O)OC 4-hydroxy-2-methoxy-6-methyl-5-((2E,6E)-3,7,11-trimethyldodec-2,6,10-trienyl)cyclohex-2-enone